1-(4-(4-amino-2,5-dimethylphenoxy)phenyl)ethan-1-one O-ethyloxime C(C)ON=C(C)C1=CC=C(C=C1)OC1=C(C=C(C(=C1)C)N)C